CC1(OB(OC1(C)C)C=1N(N=C2C=CC=CC12)CC1=CC=C(C=C1)C(F)(F)F)C 4,4,5,5-tetramethyl-1,3,2-dioxaborolan-2-yl-2-(4-(trifluoromethyl)benzyl)-2H-indazole